N[C@@]1(CN(CCC1)C(=O)[C@H](CC1=[N+](C=CC=C1)[O-])CC(=O)OC)CC1=CC=C(C=C1)Cl ((R)-2-((R)-3-amino-3-(4-chlorobenzyl)piperidine-1-carbonyl)-4-methoxy-4-oxobutyl)pyridine 1-oxide